C(C1=CC=CC=C1)OC(=O)N1CC(CC1)C=1N=C2N(C=CC(=C2)Br)C1 3-(7-bromoimidazo[1,2-a]pyridin-2-yl)pyrrolidine-1-carboxylic acid benzyl ester